FC1=C2C=CN(C2=CC(=C1OC=1C=CC(=C(C1)C=1N(C=C(N1)C1(COC2=C1C=CC=C2CC(=O)OCC)C)C)F)F)COCC[Si](C)(C)C Ethyl 2-(3-(2-(5-((4,6-difluoro-1-((2-(trimethylsilyl)ethoxy)methyl)-1H-indol-5-yl)oxy)-2-fluorophenyl)-1-methyl-1H-imidazol-4-yl)-3-methyl-2,3-dihydrobenzofuran-7-yl)acetate